C1=CC=CC2=C1SC1=C2SC2=C1C=CC=C2 benzo[b]benzo[4,5]thieno[2,3-d]thiophene